O1COC2=C1C=CC(=C2)CN2C(C(=CC(=C2)C2=NC(=NC(=C2)C)S(=O)(=O)CCC(C2=CC=CC=C2)CC2=C(C=CC=C2)F)F)=O 1-(benzo[d][1,3]dioxol-5-ylmethyl)-3-fluoro-5-(2-(3-(2-fluorobenzyl)-3-phenylpropylsulfonyl)-6-methylpyrimidin-4-yl)pyridin-2(1H)-one